N-[5-[4-[[4-methyl-5-(4-methylpiperazin-1-yl)pyrimidin-2-yl]amino]cyclohexoxy]-7-morpholino-1,6-naphthyridin-3-yl]methanesulfonamide CC1=NC(=NC=C1N1CCN(CC1)C)NC1CCC(CC1)OC1=C2C=C(C=NC2=CC(=N1)N1CCOCC1)NS(=O)(=O)C